NCCNC(=O)NC1CNCCC1 1-(2-aminoethyl)-3-(piperidin-3-yl)urea